S1C(=CC=C1)C1=NC=CC=N1 2-(thiophen-2-yl)pyrimidin